N1C=CC2=CC(=CC=C12)NC(=O)NC1=NC(=CC=C1)CCCN1N=CN=C1C 1-(1H-indol-5-yl)-3-(6-(3-(5-methyl-1H-1,2,4-triazole-1-yl)propyl)pyridin-2-yl)urea